ClC1=C(C(=CC2=CC=CC=C12)C#N)C1=CC=NN1C 4-chloro-3-(1-methyl-1H-pyrazol-5-yl)-2-naphthonitrile